trifluoro-methanesulfonic anhydride FC(S(=O)(=O)OS(=O)(=O)C(F)(F)F)(F)F